COS(=O)(=O)C[C@H]1[C@@H]([C@H]([C@H]2OC(OC[C@H]2O1)(C)C)N1N=NC(=C1)C1=CC(=C(C(=C1)F)F)F)OC ((4aR,6R,7R,8R,8aR)-7-methoxy-2,2-dimethyl-8-(4-(3,4,5-trifluorophenyl)-1H-1,2,3-triazol-1-yl)hexahydropyrano[3,2-d][1,3]dioxin-6-yl)methanesulphonic acid methyl ester